6-((1-Acetaminocyclopropyl)methoxy)-2-amino-1-(3-hydroxy-2,6-dimethylphenyl)-1H-pyrrole N(C(=O)C)C1(CC1)COC1(C=CC(=C(C1N1C(=CC=C1)N)C)O)C